tert-butyl (3R,5S)-4-(2-((2,6-bis(benzyloxy)-[3,4'-bipyridin]-2'-yl)oxy)ethyl)-3,5-dimethylpiperazine-1-carboxylate C(C1=CC=CC=C1)OC1=NC(=CC=C1C1=CC(=NC=C1)OCCN1[C@@H](CN(C[C@@H]1C)C(=O)OC(C)(C)C)C)OCC1=CC=CC=C1